trimethoxyisopropoxysilane ethyl-(S)-3-(3-(4-hydroxy-1,5-dimethyl-2-oxo-1,2-dihydropyridin-3-yl)ureido)-3-(3-(3-methyl-benzyl)phenyl)propanoate C(C)OC(C[C@@H](C1=CC(=CC=C1)CC1=CC(=CC=C1)C)NC(=O)NC=1C(N(C=C(C1O)C)C)=O)=O.CO[Si](OC(C)C)(OC)OC